ClC=1C=C2C(=C(C(NC2=NC1Cl)=O)[N+](=O)[O-])O 6,7-dichloro-4-hydroxy-3-nitro-1,8-naphthyridine-2(1H)-one